BrC1=C(C=CC(=C1)S(=O)(=O)CCC1CCCC1)OC 2-Bromo-4-(2-cyclopentylethylsulfonyl)-1-methoxybenzene